5-(2-(Azetidin-1-yl)ethoxy)-N6'-(2-(1-(cyclopropylsulfonyl)-1H-pyrazol-4-yl)pyrimidin-4-yl)-N4'-((1s,4s)-4-fluorocyclohexyl)-[2,3'-bipyridine]-4',6'-diamine N1(CCC1)CCOC=1C=CC(=NC1)C=1C=NC(=CC1NC1CCC(CC1)F)NC1=NC(=NC=C1)C=1C=NN(C1)S(=O)(=O)C1CC1